BrC1=C(C=C(C=C1)C(F)(F)F)NS(=O)(=O)C N-[2-bromo-5-(trifluoromethyl)phenyl]-methanesulfonamide